2-(carboxymethyloxy)succinic acid C(=O)(O)COC(C(=O)O)CC(=O)O